zinc acetyl-2-hydroxyisobutyrate C(C)(=O)OC(C(C)(C)O)=O.[Zn]